C(C1=CC=CC=C1)OC(=O)N(CC(=O)O)C1CC1 N-((benzyloxy)carbonyl)-N-cyclopropylglycine